ClC1=NC=C(C(=N1)OCC1=CC=C(C=C1)C=1N(C=C(N1)C(F)(F)F)C)C(=O)OCC Ethyl 2-chloro-4-[[4-[1-methyl-4-(trifluoromethyl)imidazol-2-yl]phenyl]methoxy]pyrimidine-5-carboxylate